C(C)OC(CCC(=O)C1=NC2=CC(=CC=C2C(=C1O)C#N)SC1=CC=CC=C1)=O 4-(4-Cyano-3-hydroxy-7-phenylsulfanyl-quinolin-2-yl)-4-oxo-butyric acid ethyl ester